FC(COC=1C=C(C(=NC1OC)N)F)F 5-(2,2-difluoroethoxy)-3-fluoro-6-methoxy-pyridin-2-amine